(+)-Bitartrate [O-]C(=O)C(O)C(O)C(=O)O